(6aR)-8-acryloyl-4-chloro-3-(2-fluoro-6-hydroxyphenyl)-1-(4-ethyl-3,3-dimethylpiperazin-1-yl)-6,6a,7,8,9,10-hexahydro-12H-pyrazino[2,1-c]pyrido[3,4-f][1,4]oxazepin-12-one C(C=C)(=O)N1C[C@@H]2COC3=C(C(N2CC1)=O)C(=NC(=C3Cl)C3=C(C=CC=C3O)F)N3CC(N(CC3)CC)(C)C